Ruthenium cobalt oxide [Co]=O.[Ru]